C(C)(C)(C)N1N=CC(=C1F)C(=O)NC1=C(C=C(C(=C1)C=1C=C(C=2N(C1)C(=C(N2)C)F)N2CCOCC2)C)F 1-(tert-Butyl)-5-fluoro-N-(2-fluoro-5-(3-fluoro-2-methyl-8-morpholinoimidazo[1,2-a]pyridin-6-yl)-4-methylphenyl)-1H-pyrazole-4-carboxamide